COC1=CC=C(C=C1)C1=NN(C(C=C1)=O)CC(=O)NC 2-(3-(4-methoxyphenyl)-6-oxopyridazin-1(6H)-yl)-N-methylacetamide